(2S,4R)-4-Hydroxy-1-[1-[4-(trifluoromethoxy)phenyl]cyclopropanecarbonyl]pyrrolidine-2-carboxylic acid O[C@@H]1C[C@H](N(C1)C(=O)C1(CC1)C1=CC=C(C=C1)OC(F)(F)F)C(=O)O